N-(1'-(6-((1s,3s)-3-cyanocyclobutyl)-2-(1,1-difluoroethyl)pyrimidin-4-yl)-1',2'-dihydrospiro[cyclopropan-1,3'-pyrrolo[3,2-c]pyridin]-6'-yl)acetamide C(#N)C1CC(C1)C1=CC(=NC(=N1)C(C)(F)F)N1CC2(C=3C=NC(=CC31)NC(C)=O)CC2